NCC1=NNC(C2=CC=C(C=C12)C=1C=NN(C1OCC1=CC(=CC=C1)Cl)C)=O 4-(aminomethyl)-6-(5-((3-chlorobenzyl)oxy)-1-methyl-1H-pyrazol-4-yl)phthalazin-1(2H)-one